7-(4-{4-[4-(Dibutoxymethyl)piperidin-1-yl]phenyl}piperidin-1-yl)-4-fluoro-1H-indazole-3-carbonitrile C(CCC)OC(C1CCN(CC1)C1=CC=C(C=C1)C1CCN(CC1)C=1C=CC(=C2C(=NNC12)C#N)F)OCCCC